CC1=CC=C2C=CN(C2=C1)C1OC(OC1)=O 4-(6-methyl-1H-indol-1-yl)-1,3-dioxolan-2-one